4-nitrophenyl (3-(1,3-dioxo-1,3,3a,4,7,7a-hexahydro-2H-4,7-epoxyisoindol-2-yl)propyl)carbamate O=C1N(C(C2C3C=CC(C12)O3)=O)CCCNC(OC3=CC=C(C=C3)[N+](=O)[O-])=O